(2-(trifluoromethyl)benzamide) methyl-acetate COC(C)=O.FC(C1=C(C(=O)N)C=CC=C1)(F)F